6-(5-{[(1S)-1-[2-fluoro-5-(trifluoro-methyl)phenyl]ethyl]carbamoyl}-6-(deutero)methoxypyridin-3-yl)-N-(deutero)methyl-1H-indazole-3-carboxamide FC1=C(C=C(C=C1)C(F)(F)F)[C@H](C)NC(=O)C=1C=C(C=NC1OC[2H])C1=CC=C2C(=NNC2=C1)C(=O)NC[2H]